COC1=CC=C(C=C1)CN1C(C(CCC1=O)N1C(N(C2=C1C=CC(=C2)OC2CCN(CC2)C(=O)OC(C)(C)C)C)=O)=O tert-butyl 4-[1-[1-[(4-methoxyphenyl)methyl]-2,6-dioxo-3-piperidyl]-3-methyl-2-oxo-benzimidazol-5-yl]oxypiperidine-1-carboxylate